NC1=NC=CC=C1C1=NC=2C(=NC(=CC2)N2CCCC2)N1C1=CC=C(CN2CCC(CC2)NC2=NC(=NC=C2)C#N)C=C1 4-((1-(4-(2-(2-Aminopyridin-3-yl)-5-(pyrrolidin-1-yl)-3H-imidazo[4,5-b]pyridin-3-yl)benzyl)piperidin-4-yl)amino)pyrimidine-2-carbonitrile